ClC1=C(COC(=O)NCC=2C(=NOC2C2=CC=C(C(=N2)C)NC(=O)[C@@H]2[C@H](CCCC2)C(=O)O)C)C=CC=C1 (1S,2S)-2-((6-(4-(((((2-chlorobenzyl)oxy)carbonyl)amino)methyl)-3-methylisoxazol-5-yl)-2-methylpyridin-3-yl)carbamoyl)cyclohexane-1-carboxylic acid